[OH-].OC(CC)[N+](C)(C)C (1-hydroxypropyl)trimethylammonium hydroxide